2-(((5S,7R,8R,9S,10R)-8-hydroxy-7-(hydroxymethyl)-9-(4-(3,4,5-trifluorophenyl)-1H-1,2,3-triazol-1-yl)-1,6-dioxaspiro[4.5]decan-10-yl)oxy)-N-phenylacetamide O[C@H]1[C@H](O[C@@]2(CCCO2)[C@@H]([C@H]1N1N=NC(=C1)C1=CC(=C(C(=C1)F)F)F)OCC(=O)NC1=CC=CC=C1)CO